2-(1-(1H-imidazole-1-carbonyl)piperidin-4-ylidene)-2-(3-chloro-phenyl)acetonitrile N1(C=NC=C1)C(=O)N1CCC(CC1)=C(C#N)C1=CC(=CC=C1)Cl